di(2-ethylhexyl-oxy)phosphoryl chloride C(C)C(COP(=O)(OCC(CCCC)CC)Cl)CCCC